COC=1C=C2C(=NC=NC2=CC1OC)C1=CN=NN1C1=CC=CC=C1 6,7-dimethoxy-4-(1-phenyl-1H-1,2,3-triazol-5-yl)quinazoline